tert-Butyl (2S,4R)-2-((1H-pyrazol-1-yl)methyl)-4-(5-(2-cyclopropyl-5-(trifluoromethoxy)phenyl)-1,3,4-oxadiazole-2-carboxamido)pyrrolidine-1-carboxylate N1(N=CC=C1)C[C@H]1N(C[C@@H](C1)NC(=O)C=1OC(=NN1)C1=C(C=CC(=C1)OC(F)(F)F)C1CC1)C(=O)OC(C)(C)C